COC1=CC=C(CN2N=C3C(=C2)CN(C3)C(=O)OC(C)(C)C)C=C1 tert-butyl 2-(4-Methoxybenzyl)-2,6-dihydropyrrolo[3,4-c]pyrazole-5(4H)-carboxylate